C(C1=CC=CC=C1)N1CCC(CC1)NC1=CC=C(C=C1)NC(OC(C)(C)C)=O tert-Butyl (4-((1-benzylpiperidin-4-yl)amino)phenyl)carbamate